2H-1,2,3-triazole-4-carboxylate N=1NN=C(C1)C(=O)[O-]